FC1(CCN(CCC1)C1=C(C=C2C(=N1)CCCCCC2)C(=O)OC)F methyl 2-(4,4-difluoroazepan-1-yl)-5,6,7,8,9,10-hexahydrocycloocta[b]pyridine-3-carboxylate